FC=1C=C(C=CC1OC)C=1N=C(SC1CC(C)C)NC=1C(=NC(=CN1)C=1SC=CC1)C(=O)OC methyl 3-((4-(3-fluoro-4-methoxyphenyl)-5-isobutylthiazol-2-yl)amino)-6-(thiophen-2-yl)pyrazine-2-carboxylate